tert-butyl 4-(6-((diphenylmethylene) amino)-5-methylpyridin-3-yl)-2,2-dimethylpiperazine-1-carboxylate C1(=CC=CC=C1)C(C1=CC=CC=C1)=NC1=C(C=C(C=N1)N1CC(N(CC1)C(=O)OC(C)(C)C)(C)C)C